(1R)-1-(5-fluoropyridin-2-yl)ethanamine hydrochloride Cl.FC=1C=CC(=NC1)[C@@H](C)N